CC1=CC=C(C=C1)S(=O)(=O)O.NC/C(/COC1=CC2=C(N=C(O2)NCC2=CC(=NC=C2)C(F)(F)F)C=C1)=C/F (Z)-6-((2-(aminomethyl)-3-fluoroallyl)oxy)-N-((2-(trifluoromethyl)pyridin-4-yl)methyl)benzo[d]oxazol-2-amine 4-methylbenzenesulfonate